N-(2-hydroxypropyl)-2-oxoacetamide OC(CNC(C=O)=O)C